CC(=CC#N)CCC=C(C)C 3,7-dimethyl-2,6-octadiennitrile